ClC1=NC2=NC(=CN=C2C(=N1)N1CCC(CC1)(O)C)Cl (2,7-dichloropteridin-4-yl)-4-methylpiperidin-4-ol